benzyl 4-((2-methoxy-4-(methoxymethoxy)-6-methylbenzoyl)oxy)-2,3,6-trimethyl-5-(trifluoromethyl)benzoate COC1=C(C(=O)OC2=C(C(=C(C(=O)OCC3=CC=CC=C3)C(=C2C(F)(F)F)C)C)C)C(=CC(=C1)OCOC)C